C(C)N(CCN1S(C2=C(C1=O)C=CC=C2)(=O)=O)CC 2-[2-(diethylamino)ethyl]-1,1-dioxo-1,2-benzothiazol-3-one